BrC1=CC2=C(N=C(O2)N2CCC(CC2)CO)C=C1C(=O)OC Methyl 6-bromo-2-[4-(hydroxymethyl)-1-piperidyl]-1,3-benzoxazole-5-carboxylate